FC=1C=CC=C2C(=NC=NC12)C(=O)N 8-fluoro-quinazoline-4-carboxamide